dinaphthalene formate C(=O)O.C1=CC=CC2=CC=CC=C12.C1=CC=CC2=CC=CC=C12